7-methoxy-3,7-dimethyl-2-octanone COC(CCCC(C(C)=O)C)(C)C